heptadeca-3,6,9-triene CCC=CCC=CCC=CCCCCCCC